tert-butyl (2S,4R)-4-[tert-butyl(dimethyl)silyl]oxy-2-[1-[(3-phenoxyphenyl)methyl]imidazol-2-yl]pyrrolidine-1-carboxylate [Si](C)(C)(C(C)(C)C)O[C@@H]1C[C@H](N(C1)C(=O)OC(C)(C)C)C=1N(C=CN1)CC1=CC(=CC=C1)OC1=CC=CC=C1